(6Ar,10aR)-3,6,6-trimethyl-6a,7,10,10a-tetrahydrobenzo[c]chromen-1-ol CC=1C=C(C=2[C@H]3[C@H](C(OC2C1)(C)C)CC=CC3)O